CN1N=CC(=C1)C1=CC=C(C=C1)NC1=NN(C2=C1CN(CC2)C(C)=O)C2CCNCC2 1-(3-((4-(1-methyl-1H-pyrazol-4-yl)phenyl)amino)-1-(piperidin-4-yl)-1,4,6,7-tetrahydro-5H-pyrazolo[4,3-c]pyridin-5-yl)ethan-1-one